2-(benzo[d]thiazol-2-yl)-4-chloroaniline S1C(=NC2=C1C=CC=C2)C2=C(N)C=CC(=C2)Cl